[F-].OCC[N+](CCC)(CCC)CCC (2-hydroxyethyl)tripropyl-ammonium fluoride